ClC=1C=C(C=C(C1OC1=NNC(C2=CC=CC=C12)=O)Cl)N1C(NC(C(=C1)C(=O)N)=O)=O 1-(3,5-dichloro-4-((4-oxo-3,4-dihydrophthalazin-1-yl)oxy)phenyl)-2,4-dioxo-1,2,3,4-tetrahydropyrimidine-5-carboxamide